6-(Cyclopropanamido)-4-((2-methoxy-3-(4-methyl-4H-1,2,4-triazol-3-yl)phenyl)amino)-N-(methyl-d3)pyridazine-3-carboxamide C1(CC1)C(=O)NC1=CC(=C(N=N1)C(=O)NC([2H])([2H])[2H])NC1=C(C(=CC=C1)C1=NN=CN1C)OC